4,7-Bis-dimethylamino-3,12,12a-trihydroxy-10-methoxy-1,11-dioxo-1,4,4a,5,5a,6,11,12a-octahydro-naphthacene-2-carboxylic acid amide, Hydrochloride Cl.CN(C1C(=C(C(C2(C(=C3C(C4=C(C=CC(=C4CC3CC12)N(C)C)OC)=O)O)O)=O)C(=O)N)O)C